N-((S)-3-acryloyl-4-methyl-1-oxa-3,8-diazaspiro[4.5]decane-8-carbonyl)-N-methyl-L-valine methyl ester COC([C@@H](N(C)C(=O)N1CCC2([C@@H](N(CO2)C(C=C)=O)C)CC1)C(C)C)=O